FC=1C(=NC=C(C1)F)C(=O)NC1=CC2=CN(N=C2C=C1C(C)(C)O)C1CCC(CC1)C=O 3,5-Difluoro-N-[2-(4-formylcyclohexyl)-6-(1-hydroxy-1-methyl-ethyl)indazol-5-yl]pyridine-2-carboxamide